ClC1=C(C=CC(=C1)N1N=NC=C1)S(=O)(=O)[C@@H]1C[C@H](N(C1)C(=O)C1(CC1)C(F)(F)F)C(=O)NC1(CC1)C#N (2S,4R)-4-(2-chloro-4-(1H-1,2,3-triazol-1-yl)phenylsulfonyl)-N-(1-cyanocyclopropyl)-1-(1-(trifluoromethyl)cyclopropanecarbonyl)pyrrolidine-2-carboxamide